IC1=C([O-])C(=CC(=C1)I)I.[Li+] lithium 2,4,6-triiodophenoxide